2-(3,6-diazabicyclo[3.1.1]heptan-3-yl)-4-chloro-7-(thiazol-2-yl)benzo[d]oxazole C12CN(CC(N1)C2)C=2OC1=C(N2)C(=CC=C1C=1SC=CN1)Cl